[C@H]12N(C[C@H](NC1)C2)C=2C=CC(=NC2)NC(C2=CC(=CC=C2)CNC2=NC=C(C1=C2CCO1)C1=NC(=NC=C1)N)=O N-(5-((1R,4R)-2,5-diazabicyclo[2.2.1]heptan-2-yl)pyridin-2-yl)-3-(((7-(2-aminopyrimidin-4-yl)-2,3-dihydrofuro[3,2-c]pyridin-4-yl)amino)methyl)benzamide